NCC#CC=1C=C(SC1C)C#CCNC(C[C@H]1C=2N(C3=C(C(=N1)C1=CC=C(C=C1)Cl)C(=C(S3)C)C)C(=NN2)C)=O (S)-N-(3-(4-(3-aminoprop-1-yn-1-yl)-5-methylthiophen-2-yl)prop-2-yn-1-yl)-2-(4-(4-chlorophenyl)-2,3,9-trimethyl-6H-thieno[3,2-f][1,2,4]triazolo[4,3-a][1,4]diazepin-6-yl)acetamide